C1(=CC=CC=C1)N1C(C2=CC=CC=C2CC1C1=CC=CC=C1)=O 2,3-diphenyl-3,4-dihydro-isoquinolin-1(2H)-one